2-cyclopropyl-2-(methoxyimino)acetic acid C1(CC1)C(C(=O)O)=NOC